C(CCCCCCCCCCCC)OC(OP)(OCCCCCCCCCCCCC)OCCCCCCCCCCCCC (tri-tridecyloxymethoxy)phosphine